CC=1C=C2C=CN=C(C2=C(C1)C)N(C(C1=C(C=C(C=C1)C=1N=NN(C1)C)F)=O)[C@H]1CNCCC1 (R)-N-(6,8-dimethylisoquinolin-1-yl)-2-fluoro-4-(1-methyl-1H-1,2,3-triazol-4-yl)-N-(piperidin-3-yl)benzamide